C(C)(C)(C)OC(=O)N1CCC(C2=CC=CC=C12)CC(=O)OC 4-(2-methoxy-2-oxo-ethyl)-3,4-dihydro-2H-quinoline-1-carboxylic acid tert-butyl ester